4,4'-(2-methylpropylidene)diphenol CC(C(C1=CC=C(C=C1)O)C1=CC=C(C=C1)O)C